rac-(3aR,7aS)-3-(2H-[1,3]dioxolo[4,5-e][1,3]benzothiazol-7-yl)-5-methyloctahydro-2H-imidazo[4,5-c]pyridin-2-one O1COC=2C=CC3=C(N=C(S3)N3C(N[C@@H]4[C@H]3CN(CC4)C)=O)C21 |r|